C(C)OC(=O)C1([C@@H]2[C@]([C@@H](N1)C1=C(C=CC=C1)O)(OC1=C2C=C(C=C1)F)[N+](=O)[O-])C(=O)OCC (3S,3aR,8bR)-7-fluoro-3-(2-hydroxyphenyl)-3a-nitro-2,3,3a,8b-tetrahydro-1H-benzofuro[2,3-c]pyrrole-1,1-dicarboxylic acid diethyl ester